COC1=CC=C(C=N1)OC1CCN(CC1)C1=C(C=C(N=N1)C(=O)NCCC=1C=NNC1)C 6-{4-[(6-methoxypyridin-3-yl)oxy]piperidin-1-yl}-5-methyl-N-[2-(1H-pyrazol-4-yl)ethyl]pyridazine-3-carboxamide